N1N=CC(=C1)C1=CC=C(C=C1)NC1=NC(=NC=C1F)C=1C=CC2=C(SC(=C2)C(=O)N2CC(C2)(F)F)C1 (6-(4-((4-(1H-pyrazol-4-yl)phenyl)amino)-5-fluoro-pyrimidin-2-yl)benzo[b]thiophen-2-yl)(3,3-difluoro-azetidin-1-yl)methanone